ClC1=CC=NC(=C1)C#CCN1CCCC1 4-chloro-6-[3-(pyrrolidin-1-yl)prop-1-yn-1-yl]pyridin